aluminum 2,2'-methylene-bis(4,6-di-tert-butylphenyl) phosphate P1(=O)(OC2=C(C=C(C=C2C(C)(C)C)C(C)(C)C)CC2=C(C(=CC(=C2)C(C)(C)C)C(C)(C)C)O1)[O-].[Al+3].C1C2=C(C(=CC(=C2)C(C)(C)C)C(C)(C)C)OP(=O)(OC2=C1C=C(C=C2C(C)(C)C)C(C)(C)C)[O-].C2C1=C(C(=CC(=C1)C(C)(C)C)C(C)(C)C)OP(=O)(OC1=C2C=C(C=C1C(C)(C)C)C(C)(C)C)[O-]